ClC=1C=C(C=CC1F)NC(N(C1CCCC=2NC(C3=CC=CC=C3C12)=O)C)=O 3-(3-Chloro-4-fluorophenyl)-1-methyl-1-(6-oxo-1,2,3,4,5,6-hexahydrophenanthridin-1-yl)urea